S(=O)(=O)([O-])[O-].[Ag+2] Silver(II) sulphate